3-(3-(4-(L-phenylalanyl)piperazin-1-yl)-3-oxopropyl)-8-fluoro-5-methylisoquinolin-1(2H)-one hydrochloride Cl.N[C@@H](CC1=CC=CC=C1)C(=O)N1CCN(CC1)C(CCC=1NC(C2=C(C=CC(=C2C1)C)F)=O)=O